(2R)-2-[[2-chloro-4-(2-chlorophenyl)-7-quinolyl]oxy]-1-piperazin-1-yl-propan-1-one ClC1=NC2=CC(=CC=C2C(=C1)C1=C(C=CC=C1)Cl)O[C@@H](C(=O)N1CCNCC1)C